2-ethyl-1-(4-(10-(2-naphthyl)-9-anthryl)phenyl)-1H-benzimidazole C(C)C1=NC2=C(N1C1=CC=C(C=C1)C=1C3=CC=CC=C3C(=C3C=CC=CC13)C1=CC3=CC=CC=C3C=C1)C=CC=C2